ClC=1C=CC(=C(C(=O)O)C1)NC1=C(C=NC2=CC=C(C=C12)Cl)N1CCC2(OCCO2)CC1 5-chloro-2-[[6-chloro-3-(1,4-dioxa-8-azaspiro[4.5]decan-8-yl)-4-quinolyl]amino]benzoic acid